N-(4,4-difluoro-1-methoxy-2-methylbutan-2-yl)-2-methyl-5-[(pyridin-2-yl)methoxy]pyrazolo[1,5-a]pyridine-3-carboxamide FC(CC(COC)(C)NC(=O)C=1C(=NN2C1C=C(C=C2)OCC2=NC=CC=C2)C)F